CC1(C(N(C2=NC=CC(=C21)C2=NN(C1=CC=CC=C21)C2(CN(CC2)C(=O)OC(C)(C)C)CF)C2OCCCC2)=O)C tert-butyl 3-[3-(3,3-dimethyl-2-oxo-1-tetrahydropyran-2-yl-pyrrolo[2,3-b]pyridin-4-yl)indazol-1-yl]-3-(fluoromethyl)pyrrolidine-1-carboxylate